CNS(=O)(=O)C1=CC(=C(C=C1)NC1=CC=C(C=C1)S(F)(F)(F)(F)F)C1=NOC(=N1)C N-methyl-3-(5-methyl-1,2,4-oxadiazol-3-yl)-4-((4-(pentafluoro-λ6-sulfanyl)phenyl)amino)benzenesulfonamide